NC1=NC=C(C=N1)/C(=C/C=1C=C(C(=O)OC)C=CC1OC(F)F)/F methyl 3-[(1Z)-2-(2-aminopyrimidin-5-yl)-2-fluoroethenyl]-4-(difluoromethoxy)benzoate